β-nitrilo-ethyltriethoxysilane N#CC[Si](OCC)(OCC)OCC